C(=O)(OC(C)(C)C)C1CCN(CC1)C1=CC=C(C=C1)B1OC(C)(C)C(C)(C)O1 4-(4-Boc-1-piperidinyl)phenylboronic acid pinacol ester